FC(=C(CCCCC1=CC=NC=C1)C1=CC2=CC=CC=C2C=C1)F 4-(6,6-difluoro-5-(naphthalen-2-yl)hex-5-en-1-yl)pyridine